2-(7-fluoro-5-methoxy-1H-indol-3-yl)-N,N-dimethylethan-1-amine FC=1C=C(C=C2C(=CNC12)CCN(C)C)OC